N-(3-(1,1-difluoroethyl)phenyl)-6-methyl-2-(5-methyl-[1,1'-biphenyl]-3-yl)pyrimidine-4-carboxamide FC(C)(F)C=1C=C(C=CC1)NC(=O)C1=NC(=NC(=C1)C)C=1C=C(C=C(C1)C)C1=CC=CC=C1